C1(=CC=CC=C1)NC(CC[C@@H](C)[C@H]1CC[C@H]2[C@@H]3CCC4CCCC[C@]4(C)[C@H]3CC[C@]12C)=O N-(Phenyl)-cholan-24-amide